[Cl-].CC1=C(OCCCOP)C=CC=C1 o-methylphenoxypropoxyphosphine chloride